3-[4-(Hydroxymethyl)phenyl]-1-(4-methoxyphenyl)prop-2-en-1-one OCC1=CC=C(C=C1)C=CC(=O)C1=CC=C(C=C1)OC